C(C)OC(=O)[C@H]1CC=C([C@H]2CN(C=3C=C(C=CC3[C@H]12)OC)S(=O)(=O)C1=CC=C(C)C=C1)CO (6aS,10S,10aS)-7-(hydroxymethyl)-3-methoxy-5-tosyl-5,6,6a,9,10,10a-hexahydrophenanthridine-10-carboxylic acid ethyl ester